5-(1'-cyclopropyl-6'-oxo-1',6'-dihydro-[3,3'-bipyridin]-5-yl)-1-methylindolin-2-one C1(CC1)N1C=C(C=CC1=O)C=1C=NC=C(C1)C=1C=C2CC(N(C2=CC1)C)=O